C(#N)C1CC2(C1)CC(N(CC2)CC2=C1C=CNC1=C(C=C2OC)C)C2=CC=C(C(=O)NCC1CC(C1)(F)F)C=C2 4-(2-cyano-7-((5-methoxy-7-methyl-1H-indol-4-yl)methyl)-7-azaspiro[3.5]nonan-6-yl)-N-((3,3-difluorocyclobutyl)methyl)benzamide